2-bromobenzyl (4-nitrophenyl) carbonate C(OCC1=C(C=CC=C1)Br)(OC1=CC=C(C=C1)[N+](=O)[O-])=O